amino-β-oxobutyric acid NC(C(=O)O)C(C)=O